(dimethyl-amino)-3-(2-phenoxyphenoxy)propan-2-ol CN(C)CC(COC1=C(C=CC=C1)OC1=CC=CC=C1)O